N-(4-bromo-2,5-difluorophenyl)-6-chloro-1-(2-fluoro-3-hydroxypropyl)pyrrolo[2,3-b]Pyridine-3-sulfonamide BrC1=CC(=C(C=C1F)NS(=O)(=O)C1=CN(C2=NC(=CC=C21)Cl)CC(CO)F)F